tetrathiophenyl-thiophene S1C(=CC=C1)C1=C(C(=C(S1)C=1SC=CC1)C=1SC=CC1)C=1SC=CC1